(4aR,8aS)-6-(3-(4-(Trifluoromethyl)phenyl)azetidine-1-carbonyl)hexahydro-2H-pyrido[4,3-b][1,4]oxazin-3(4H)-one FC(C1=CC=C(C=C1)C1CN(C1)C(=O)N1C[C@@H]2[C@@H](OCC(N2)=O)CC1)(F)F